COC=1C(=NC=2C(N1)=NON2)NC2=C(C=CC=C2)C(F)(F)F 6-METHOXY-N-(2-(TRIFLUOROMETHYL)PHENYL)-[1,2,5]OXADIAZOLO[3,4-B]PYRAZIN-5-AMINE